methyl (2S)-2-(6-methylimidazo[1,2-b]pyridazin-7-yl)oxypropanoate CC=1C(=CC=2N(N1)C=CN2)O[C@H](C(=O)OC)C